ONC(=O)[C@H]1[C@@H]2CC[C@H](CN1S(=O)(=O)C=1C=NC(=CC1)OC1=CC=C(C=C1)OC(F)(F)F)N2C(C(C)(C)C)=O (1S,2R,5R)-N-hydroxy-8-pivaloyl-3-((6-(4-(trifluoromethoxy)phenoxy)pyridin-3-yl)sulfonyl)-3,8-diazabicyclo[3.2.1]octane-2-carboxamide